N[C@H]1COCC[C@@H]1C1=C(C2=NC(=CC(=C2S1)NCC=1SC=CC1)Cl)C#N |r| rac-2-((3R,4S)-3-aminotetrahydro-2H-pyran-4-yl)-5-chloro-7-((thiophen-2-ylmethyl)amino)thieno[3,2-b]pyridine-3-carbonitrile